R-hydroxypropyl-tetrahydropyrantriol OCCC[C@]1(OCCC(C1O)O)O